CN(C)C(CN(C)CCO)OCC 2-[N-(Dimethylamino-ethoxyethyl)-N-methylamino]ethanol